C(C)(=O)C=1C(=C(C(N(C1)C1=CC=C(C=C1)F)=O)C(=O)NC1=CC=C(C=C1)OC1=CC=NC2=CC(=C(N=C12)OC)OC)OC 5-acetyl-N-[4-[(6,7-dimethoxy-1,5-naphthyridin-4-yl)oxy]phenyl]-1-(4-fluorophenyl)-4-methoxy-2-oxopyridine-3-carboxamide